FC(C=1C=C(C=CC1F)NC(N(CC1=NNC(=C1)C(F)(F)F)C1=CN=NC(=C1)OC)=O)F (3-(Difluoromethyl)-4-fluorophenyl)-1-(6-methoxypyridazin-4-yl)-1-((5-(trifluoromethyl)-1H-pyrazol-3-yl)methyl)urea